Quercetin oxonium [OH3+].O1C(=C(O)C(=O)C=2C(O)=CC(O)=CC12)C1=CC(O)=C(O)C=C1